FC(CN1CC2(C(NCC3=C2N=CN=C3)=O)CCC1)(F)F 1-(2,2,2-trifluoroethyl)-5',6'-dihydro-7'H-spiro[piperidine-3,8'-pyrido[4,3-d]pyrimidin]-7'-one